methyl 2-(1H-imidazol-1-yl)-6-(((1r,4r)-4-(2-methoxyethoxy)cyclohexyl)carbamoyl)pyrimidine-4-carboxylate N1(C=NC=C1)C1=NC(=CC(=N1)C(=O)OC)C(NC1CCC(CC1)OCCOC)=O